O[C@@H]1[C@@H]2N([C@@H]3C1NC[C@@H](C3)C2)C(=O)OCC (2R,3S,6S,7aS)-ethyl 3-hydroxyoctahydro-1H-2,6-methanopyrrolo[3,2-b]pyridine-1-carboxylate